(S)-8-nitro-3,4,10,10a-tetrahydropyrazino[1,2-a]indole-2(1H)-carboxylate [N+](=O)([O-])C1=CC=2C[C@@H]3N(C2C=C1)CCN(C3)C(=O)[O-]